5-(2,5-difluorophenyl)-4,5-dihydro-1H-pyrazole FC1=C(C=C(C=C1)F)C1CC=NN1